C(C(C)C)OC1=CC=C(CNC2=NC=CC(=C2)C2CN(CC2)C)C=C1 N-(4-isobutoxybenzyl)-4-(1-methylpyrrolidin-3-yl)pyridin-2-amine